2,3-dimethyl-6-[(2S,4R)-2-(1-methylpyrazol-4-yl)tetrahydropyran-4-yl]-8-[3-(trifluoromethyl)-1-bicyclo[1.1.1]pentanyl]pyrido[3,4-d]pyrimidin-4-one CC=1N(C(C2=C(N1)C(=NC(=C2)[C@H]2C[C@H](OCC2)C=2C=NN(C2)C)C21CC(C2)(C1)C(F)(F)F)=O)C